(1S,4s)-4-(8-(4-chloro-2,5-difluorophenylamino)-2-((3R,4S)-4-hydroxytetrahydrofuran-3-ylamino)-9H-purin-9-yl)cyclohexanecarboxamide ClC1=CC(=C(C=C1F)NC=1N(C2=NC(=NC=C2N1)N[C@@H]1COC[C@H]1O)C1CCC(CC1)C(=O)N)F